2-(Trimethylsilyl)ethyl (S,E)-7-((tert-butyldiphenylsilyl)oxy)-3-hydroxyhept-4-enoate [Si](C1=CC=CC=C1)(C1=CC=CC=C1)(C(C)(C)C)OCC/C=C/[C@H](CC(=O)OCC[Si](C)(C)C)O